cobalt (i) nickel [Ni+2].[Co+]